Ethyl 5-(bis(2,4-dimethoxybenzyl) amino)-4-methoxypyrazolo(1,5-c)pyrimidine-3-carboxylate COC1=C(CN(C2=C(C=3N(C=N2)N=CC3C(=O)OCC)OC)CC3=C(C=C(C=C3)OC)OC)C=CC(=C1)OC